n-(2-methyl-6-(trifluoromethyl)pyridin-3-yl)acetamide CC1=C(C=CC(=N1)C(F)(F)F)NC(=O)C